ClC=1C=C2C=3C=C(C=C(C3NC2=CC1Cl)CCNC(=N)N)NC1=CC(=C(C=C1)Cl)Cl 1-(2-(6,7-Dichloro-3-(3,4-dichlorophenylamino)-9H-carbazol-1-yl)ethyl)guanidine